C(#N)C1=C(C=C(C=C1)N1C(N(C2(CCC2)C1=O)C1=CC(=C(C(=O)NO)C=C1)F)=S)C(F)(F)F 4-(7-(4-cyano-3-(trifluoromethyl)phenyl)-8-oxo-6-thioxo-5,7-diazaspiro[3.4]octane-5-yl)-2-fluoro-N-hydroxybenzoamide